IC1=CC=C(C(=N1)C(=O)OCC)N(C(C)=O)C ethyl 6-iodo-3-(N-methylacetamido)picolinate